3-(4-(3-Hydroxypropyl)phenoxy)thietane 1,1-dioxide OCCCC1=CC=C(OC2CS(C2)(=O)=O)C=C1